3-cyanoperylene-9,10-dicarboxylic acid C(#N)C=1C=CC=2C3=CC=C(C=4C(=CC=C(C5=CC=CC1C52)C43)C(=O)O)C(=O)O